5-(3-isopropyl-5-((1-(tetrahydro-2H-pyran-4-yl)piperidin-4-yl)oxy)-1H-indol-2-yl)-1,3-dimethylpyridin-2(1H)-one C(C)(C)C1=C(NC2=CC=C(C=C12)OC1CCN(CC1)C1CCOCC1)C=1C=C(C(N(C1)C)=O)C